5-chloro-2-(4-{[(3R)-1-methylpiperidin-3-yl]amino}phthalazin-1-yl)pyridin-3-ol ClC=1C=C(C(=NC1)C1=NN=C(C2=CC=CC=C12)N[C@H]1CN(CCC1)C)O